(R)-N-(3-methyl-1H-pyrazol-5-yl)-4-(3-methylmorpholino)-6-(2-(methylsulfonyl)propan-2-yl)pyrimidin-2-amine CC1=NNC(=C1)NC1=NC(=CC(=N1)N1[C@@H](COCC1)C)C(C)(C)S(=O)(=O)C